1'H-spiro[cyclohexane-1,3'-furo[3,4-c]pyridine]-4-carboxamide C1OC2(C=3C=NC=CC31)CCC(CC2)C(=O)N